(8aR)-5-(5-methyl-1H-indazol-4-yl)-8,8a,9,10,11,12-hexahydropyrazino[2',1':3,4][1,4]oxazepino[5,6,7-de]quinazoline CC=1C(=C2C=NNC2=CC1)C=1C=C2C3=C(N=CN=C3C1)N1[C@@H](CO2)CNCC1